dimethyl-indoline-2-thione CC1(C(NC2=CC=CC=C12)=S)C